8-(2,6-Dimethoxybenzylsulfonyl)-1,3,7-trimethyl-1H-purine-2,6(3H,7H)-dione COC1=C(CS(=O)(=O)C2=NC=3N(C(N(C(C3N2C)=O)C)=O)C)C(=CC=C1)OC